ClC1=C(C=CC(=C1)B1OC(C(O1)(C)C)(C)C)C(C)=O 1-[2-chloro-4-(tetramethyl-1,3,2-dioxaborolan-2-yl)phenyl]ethan-1-one